FC(C(=O)N1C(CNCC1)C#N)=C 1-(2-fluoroprop-2-enoyl)piperazine-2-carbonitrile